ClC1=NC(=CC=C1C(F)F)Cl 2,6-dichloro-3-(difluoromethyl)pyridine